N-phenyl-3-(2-methoxyphenyl)propynamide 3-pentyltetrahydro-2H-pyran-4-yl-acetate C(CCCC)C1COCCC1CC(=O)O.C1(=CC=CC=C1)NC(C#CC1=C(C=CC=C1)OC)=O